C1(CCCCC1)C1(NC(=NC=C1C=1C=NN(C1)C)NC1=CC(=NO1)C)N 4-cyclohexyl-5-(1-methyl-1H-pyrazol-4-yl)-N2-(3-methylisoxazol-5-yl)pyrimidine-2,4-diamine